CN1CCC(CC1)N1CCNCC1 1-(1-Methylpiperidin-4-yl)piperazin